tert-butyl 3-[6-[8-ethynyl-7-fluoro-3-(methoxymethoxy)-1-naphthyl]-5-fluoro-3-methyl-4-(trifluoromethyl)-2,7-naphthyridin-1-yl]-3,8-diazabicyclo[3.2.1]octane-8-carboxylate C(#C)C=1C(=CC=C2C=C(C=C(C12)C=1C(=C2C(=C(N=C(C2=CN1)N1CC2CCC(C1)N2C(=O)OC(C)(C)C)C)C(F)(F)F)F)OCOC)F